CN1C2CN(CC1CC2)C2=CC=C(C=1N=CC=NC21)C(=O)O 8-(8-methyl-3,8-diazabicyclo[3.2.1]octan-3-yl)quinoxaline-5-carboxylic acid